di(2-methyl-2-pentyl) malonate C(CC(=O)OC(C)(CCC)C)(=O)OC(C)(CCC)C